N-((S)-3-(3-chloro-4-hydroxyphenyl)-2-(dimethylamino)propyl)-3-cyclopropyl-3-(5-methylpyrimidin-2-yl)propanamide ClC=1C=C(C=CC1O)C[C@@H](CNC(CC(C1=NC=C(C=N1)C)C1CC1)=O)N(C)C